Lithium (R)-5-(8-(5,7-dimethyl-6-oxo-3-(tetrahydro-2H-pyran-4-yl)-5,6,7,8-tetrahydroimidazo[1,5-a]pyrazin-1-yl)isoquinolin-3-yl)picolinate C[C@@H]1C(N(CC=2N1C(=NC2C=2C=CC=C1C=C(N=CC21)C=2C=CC(=NC2)C(=O)[O-])C2CCOCC2)C)=O.[Li+]